C(CCCCCCCCCCCCCCCCCCCCCCCCCCCCCCCCCCC)(=O)OC[C@@H](OC(CCCCCCCCCCCCCCC)=O)COP(=O)([O-])OCC[N+](C)(C)C 1-hexatriacontanoyl-2-hexadecanoyl-sn-glycero-3-phosphocholine